5-(tert-butyl)-N-(3-chloro-6-oxo-1,6-dihydropyridin-2-yl)-N-((3-fluorooxetan-3-yl)methyl)-1H-benzo[d]imidazole-2-carboxamide C(C)(C)(C)C1=CC2=C(NC(=N2)C(=O)N(CC2(COC2)F)C=2NC(C=CC2Cl)=O)C=C1